5-methoxy-[1,1'-biphenyl] COC=1C=CC=C(C1)C1=CC=CC=C1